CC(C)C(C(=O)OC(C#N)C1=CC(=CC=C1)OC2=CC=CC=C2)NC3=C(C=C(C=C3)C(F)(F)F)Cl The molecule is an organochlorine insecticide, an organochlorine acaricide, an organofluorine insecticide, an organofluorine acaricide, a member of monochlorobenzenes, a nitrile, a member of (trifluoromethyl)benzenes and an aromatic ether. It has a role as a pyrethroid ester insecticide, a pyrethroid ester acaricide and an agrochemical. It derives from a valine.